(2S)-2-[(2S,3S)-2-[(2S)-3-(4-hydroxyphenyl)-2-{[(3S)-morpholin-3-yl]formamido}propanamido]-3-methylpentanamido]-5,5-dimethylhexanoic acid OC1=CC=C(C=C1)C[C@@H](C(=O)N[C@H](C(=O)N[C@H](C(=O)O)CCC(C)(C)C)[C@H](CC)C)NC(=O)[C@H]1NCCOC1